Bis[2-(4-biphenylyloxy)ethyl]amine C1(=CC=C(C=C1)OCCNCCOC1=CC=C(C=C1)C1=CC=CC=C1)C1=CC=CC=C1